FC=1C(=CC(=NC1)OC)C1=CC(=NN1)C(=O)N1[C@H](C[C@H]([C@H](C1)C)C(=O)NC1CCC(CC1)(C(F)(F)F)O)C (2s,4r,5r)-1-(5-(5-fluoro-2-methoxypyridin-4-yl)-1H-pyrazole-3-carbonyl)-N-((1r,4r)-4-hydroxy-4-(trifluoromethyl)cyclohexyl)-2,5-dimethylpiperidine-4-carboxamide